[Na+].[Na+].[Na+].C(=O)([O-])C(N[C@@H](C)C(=O)[O-])C(=O)[O-] N-dicarboxymethyl-alanine trisodium salt